CO[C@H]1[C@@H](CNCC1)NC(OC(C)(C)C)=O tert-butyl N-[(3R,4R)-4-methoxy-3-piperidyl]carbamate